(3R)-1-(5-(3-chloro-4-cyclopropylphenyl)-2,3-dihydro-1H-inden-1-yl)pyrrolidine-3-carboxylic acid ClC=1C=C(C=CC1C1CC1)C=1C=C2CCC(C2=CC1)N1C[C@@H](CC1)C(=O)O